N-isobutyl-5-(thiazol-5-yl)-1H-benzo[d]Imidazole-1-carboxamide C(C(C)C)NC(=O)N1C=NC2=C1C=CC(=C2)C2=CN=CS2